COC1=CC2=C(N=C(N=C2NCC=2C(=NC=CC2)C(F)(F)F)N2C(COCC2)C)N=C1OC 6,7-dimethoxy-2-(3-methylmorpholino)-N-((2-(trifluoromethyl)pyridin-3-yl)methyl)pyrido[2,3-d]pyrimidin-4-amine